N1=CC=C(C=C1)B(O)O pyridine-4-ylboronic acid